C(C)(C)(C)OC(NC1CCC(CC1)OCC)=O.COC1=C(C=C(C=C1)OC)S(=O)(=O)C=1C(C=CC(C1)=O)=O 2-(2,5-dimethoxybenzenesulfonyl)p-benzoquinone tert-Butyl-(1r,4r)-4-ethoxycyclohexylcarbamate